N-[(2E)-3-(benzenesulfonyl)prop-2-en-1-yl]-2-oxo-6-(oxolane-3-carbonyl)-1,2,5,6,7,8-hexahydro-1,6-naphthyridine-3-carboxamide C1(=CC=CC=C1)S(=O)(=O)/C=C/CNC(=O)C=1C(NC=2CCN(CC2C1)C(=O)C1COCC1)=O